C1(=CC=CC2=CC=CC=C12)C=1C2=CC=CC=C2C=C2C=CC=CC12 9-(naphthalen-1-yl)anthracene